CCCCCCCCCCCCCCCCCCCCCCCCCCC(C(=O)N[C@@H](COP(=O)([O-])OCC[N+](C)(C)C)[C@@H]([C@@H](CCCCCCCCCCC(C)C)O)O)O The molecule is an N-acyl-4-hydroxy-15-methylhexadecasphinganine-1-phosphocholine in which the acyl group has 28 carbons and 0 double bonds and is 2-hydroxylated. It derives from a 15-methylhexadecaphytosphingosine.